F[B-](F)(F)F.CN1C=[N+](C=C1)CCCCCCCC 1-methyl-3-N-octyl-imidazolium tetrafluoroborate